OCC1C(CN(CC1)C=1C=CC=2C(=NC(=CN2)NCC2=CC=C3C=CNC3=C2)N1)O 4-(hydroxymethyl)-1-{3-[(1H-indol-6-ylmethyl)amino]pyrido[2,3-b]pyrazin-6-yl}piperidin-3-ol